C(C)(C)(C)C1=C(C(=C(COC(C2=CC=C(C(=S)OCC3=C(C(=C(C=C3C)C(C)(C)C)O)C)C=C2)=S)C(=C1)C)C)O Bis(4-tert-butyl-3-hydroxy-2,6-dimethylbenzyl)-dithioterephthalat